2-diethylamino-2,4,6-trimethylcyclotrisiloxane C(C)N([Si]1(O[SiH](O[SiH](O1)C)C)C)CC